5-bromo-1-((1-methoxycyclopropyl)methyl)indolin-2-one BrC=1C=C2CC(N(C2=CC1)CC1(CC1)OC)=O